bis((2-bromo-4-fluoro-6-methylphenoxy)methyl)diisopropyl-germane BrC1=C(OC[Ge](C(C)C)(C(C)C)COC2=C(C=C(C=C2C)F)Br)C(=CC(=C1)F)C